7-(5-(7-Ethyl-7H-imidazo[4,5-c]pyridazin-4-yl)-2-fluorophenyl)-6-methoxy-2H-benzo[b][1,4]oxazin-3(4H)-one C(C)N1C=NC2=C1N=NC=C2C=2C=CC(=C(C2)C=2C(=CC1=C(OCC(N1)=O)C2)OC)F